C1(=CC=CC=C1)C=1CN1 3-phenyl-2H-azirine